C(#N)C1CC2(C1)C[C@H](N(CC2)CC2=C1C=CNC1=C(C=C2OC)C)C2=CC=C(C(=O)NC1CN(C1)C)C=C2 4-((2R,4r,6S)-2-cyano-7-((5-methoxy-7-methyl-1H-indol-4-yl)methyl)-7-azaspiro[3.5]nonan-6-yl)-N-(1-methylazetidin-3-yl)benzamide